ClC1=C(OCC2=NC=CC(=C2)C=C2CCN(CC2)CC2=NC3=C(N2CC2=CN=CN2CC)C=C(C=C3)C(=O)O)C=CC(=C1)Cl 2-{[4-({2-[(2,4-dichlorophenoxy)methyl]pyridin-4-yl}methylidene)piperidin-1-yl]methyl}-1-[(1-ethyl-1H-imidazol-5-yl)methyl]-1H-1,3-benzodiazole-6-carboxylic acid